(E)-2-(2-Hydroxyethyl)-6-methyl-2,5-heptadienal OCC/C(/C=O)=C\CC=C(C)C